N,N-dimethyl-3-(6-methyl-1H-pyrrolo[3,2-c]pyridin-2-yl)-4-(pyrrolidin-1-yl)benzenesulfonamide CN(S(=O)(=O)C1=CC(=C(C=C1)N1CCCC1)C1=CC=2C=NC(=CC2N1)C)C